tert-butyl N-[(1S)-1-carbamoyl-2-{5-oxo-4H,6H,7H-[1,2,4]triazolo[1,5-a]pyrimidin-6-yl}ethyl]carbamate C(N)(=O)[C@H](CC1C(NC=2N(C1)N=CN2)=O)NC(OC(C)(C)C)=O